1-cyano-1-phenyl-2-Methyl-1,2,3,4-tetrahydroisoquinoline C(#N)C1(N(CCC2=CC=CC=C12)C)C1=CC=CC=C1